C1(CCC1)C1=NOC(=C1)NC([C@@H]([C@H]1CC(CC1)(F)F)C1=CC(=CC(=C1)C#N)C#N)=O (S)-N-(3-Cyclobutylisoxazol-5-yl)-2-(3,5-dicyanophenyl)-2-((R)-3,3-difluorocyclopentyl)acetamide